O(C1=CC=CC=C1)C1=CC=C(C=C1)NC(C=C)=O N-(p-phenoxyphenyl)acrylamide